BrC=1C(=NC(=NC1)NC=1C(=NN(C1)C1CCN(CC1)C)C)NCCCN1C(N(CCCC1)C)=O 1-(3-((5-Bromo-2-((3-methyl-1-(1-methylpiperidin-4-yl)-1H-pyrazol-4-yl)amino)pyrimidin-4-yl)amino)propyl)-3-methyl-1,3-diazepan-2-on